C(#N)C=1C(=CC=C2C=NN(C12)C1OCCCC1)\C=C(\C(=O)[O-])/F (2Z)-3-[7-cyano-1-(oxan-2-yl) indazol-6-yl]-2-fluoroprop-2-enoate